1-(7-(4-Chloro-3-methylpyridin-2-yl)-4,7-diazaspiro[2.5]octan-4-yl)-2-(3-(4-hydroxypiperidin-1-carbonyl)-4,5,6,7-tetrahydro-1H-indazol-1-yl)ethanon ClC1=C(C(=NC=C1)N1CCN(C2(CC2)C1)C(CN1N=C(C=2CCCCC12)C(=O)N1CCC(CC1)O)=O)C